ClC1=C(C2=C(N=C(NC2=O)C)C(=N1)C)C#N 6-chloro-2,8-dimethyl-4-oxo-3,4-dihydropyrido[3,4-d]pyrimidine-5-carbonitrile